BrC1=C(C=CC=C1)S(=O)(=O)NC1=NOC(=C1Cl)C 2-Bromo-N-(4-chloro-5-methylisoxazol-3-yl)benzenesulfonamide